3-(4-(4-Chlorophenyl)thiazol-2-yl)-2-(difluoro(phenyl)methyl)-7-fluoroquinazolin-4(3H)-one ClC1=CC=C(C=C1)C=1N=C(SC1)N1C(=NC2=CC(=CC=C2C1=O)F)C(C1=CC=CC=C1)(F)F